C(C)N[C@H]1CNCC1 (3R)-N-ethylpyrrolidine-3-amine